FC(C1CCC(CC1)C(=O)O)(F)F (1s,4s)-4-(trifluoromethyl)cyclohexanecarboxylic acid